C(C)(C)(C)OC(=O)N1CCC2(CC2)C[C@H]1C(=O)O (7S)-6-tert-butoxycarbonyl-6-azaspiro[2.5]octane-7-carboxylic acid